COC1=CC=C(C=C1)C1=NC2=CC=CC=C2C(=N1)N1CCN(CC1)C(C=C)=O 1-(4-(2-(4-methoxyphenyl)quinazolin-4-yl)piperazin-1-yl)prop-2-en-1-one